COC=1C=C(CN(C=2SC(=C(N2)C)CN2CCOCC2)CC2=CC(=CC=C2)OC)C=CC1 N,N-bis(3-methoxybenzyl)-4-methyl-5-(morpholinomethyl)thiazol-2-amine